C(C(=C)C)(=O)OCC1OC(OC1)=O (2-oxo-1,3-dioxolan-4-yl)-methyl methacrylate